BrC1=CC=2N=C(N=C(C2N=C1)NC=1C(=C(C=CC1)C1=C(C(=CC=C1)NC1=NC=CC(=C1F)CN1CCC(CC1)C(=O)OC)Cl)Cl)C(F)F methyl 1-((2-((3'-((7-bromo-2-(difluoromethyl)pyrido[3,2-d]pyrimidin-4-yl)amino)-2,2'-dichloro-[1,1'-biphenyl]-3-yl)amino)-3-fluoropyridin-4-yl)methyl)piperidine-4-carboxylate